3-(4-hydroxy-3-methylphenyl)-4-methyl-2-(4-((S)-2-((R)-3-methylpyrrolidin-1-yl)propoxy)phenyl)-2H-benzopyran-6-ol OC1=C(C=C(C=C1)C=1C(OC2=C(C1C)C=C(C=C2)O)C2=CC=C(C=C2)OC[C@H](C)N2C[C@@H](CC2)C)C